trans-6-Fluoro-2-({4-methyl-2-[6-methyl-3-(2H-1,2,3-triazol-2-yl)pyridin-2-carbonyl]-2-azabicyclo[3.1.1]heptan-3-yl}methoxy)-1,3-benzothiazol FC1=CC2=C(N=C(S2)OCC2N(C3CC(C2C)C3)C(=O)C3=NC(=CC=C3N3N=CC=N3)C)C=C1